(E)-2-(2-(4-(difluoromethoxy)but-2-enoyl)-2,6-diazaspiro[3.4]octan-6-yl)-7,7-dimethyl-4-(5-methyl-1H-indazol-4-yl)-5,6,7,8-tetrahydroquinoline-3-carbonitrile FC(OC/C=C/C(=O)N1CC2(C1)CN(CC2)C2=NC=1CC(CCC1C(=C2C#N)C2=C1C=NNC1=CC=C2C)(C)C)F